ClC1=C(C(=C(C(=C1F)F)F)[N+](=O)[O-])OC 1-chloro-4,5,6-trifluoro-2-methoxy-3-nitro-benzene